FC=1C=C(C=C2NC(C(=NC12)C)=O)CN1C[C@@H](N(CC1)C=1C=CC(=NC1)C(=O)NC)C (S)-5-(4-((8-fluoro-2-methyl-3-oxo-3,4-dihydroquinoxalin-6-yl)methyl)-2-methylpiperazin-1-yl)-N-methylpicolinamide